[OH-].NC(CC)C1=NC=CN1C 1-aminopropyl-3-methylimidazole hydroxide